diethoxy(iso-propylamino)silane sodium [Na].C(C)O[SiH](NC(C)C)OCC